CN(CCC1(C(C=C(C(=C1)OC)NC1=NC=CC(=N1)C1=CN(C2=CC=CC=C12)C)NC1=NC=NC=C1)N)C 1-(2-(dimethylamino)ethyl)-5-methoxy-N4-(4-(1-methyl-1H-indol-3-yl)pyrimidin-2-yl)-N2-(pyrimidin-4-yl)benzene-1,2,4-triamine